ClC1=CC(=C(C(=C1)C)CC(=O)NC1(CCC2(OCCO2)CC1)C(=O)[O-])C.[K+] Potassium 8-[2-(4-chloro-2,6-dimethylphenyl)acetamido]-1,4-dioxaspiro[4.5]decane-8-carboxylate